The molecule is a single-stranded DNA polynucleotide consisting of a repeating sequence of two thymidine residues and one deoxycytidine residue, with all residues connected by 3'->5' phosphodiester linkages. CC1=CN(C(=O)NC1=O)[C@H]2C[C@@H]([C@H](O2)COP(=O)(O)O)OP(=O)(O)OC[C@@H]3[C@H](C[C@@H](O3)N4C=C(C(=O)NC4=O)C)OP(=O)(O)OC[C@@H]5[C@H](C[C@@H](O5)N6C=CC(=NC6=O)N)O